ClC=1C=NC=C(C1C1=C(C=C(C=C1)[N+](=O)[O-])CO)Cl (2-(3,5-dichloropyridin-4-yl)-5-nitrophenyl)methanol